5-bromo-6-chloro-2,3-dihydro-1,4-benzodioxin-7-amine BrC1=C(C(=CC=2OCCOC21)N)Cl